OC1=C(C=CC=C1)C1=C(N2N(C=3C=C(C=CC3C23C(=NN(C3=O)C=3C=C(C=CC3)C)C)C)C1=O)C 2'-(2-Hydroxyphenyl)-1',3,6'-trimethyl-1-(m-tolyl)-3'H-spiro[pyrazole-4,9'-pyrazolo[1,2-a]indazole]-3',5(1H)-dione